C(#N)N1CC2=C(C=C(C=C2C1)CC1OCCC(C1)C(=O)N)C1=CC=C(C=C1)C#N ((2-cyano-7-(4-cyanophenyl)isoindolin-5-yl)methyl)tetrahydro-2H-pyran-4-carboxamide